N[C@H]1C(C(=C(C([C@@H]1C1=C(C2=NC(=CC(=C2S1)NCC=1SC=CC1)Cl)C)([2H])[2H])[2H])[2H])([2H])[2H] 2-((1S,6S)-6-aminocyclohex-3-en-1-yl-2,2,3,4,5,5-d6)-5-chloro-3-methyl-N-(thiophen-2-ylmethyl)thieno[3,2-b]pyridin-7-amine